[N+](=O)([O-])C1=CC=C2CCCN(C2=C1)S(=O)(=O)C=1SC=CC1 7-nitro-1-(thiophene-2-sulfonyl)-1,2,3,4-tetrahydroquinoline